OC1=CC=C(C=C1)CCC(=O)NC1=C(C(=O)O)C=CC=C1 2-(3-(4-hydroxyphenyl)propionyl)aminobenzoic acid